N1,N4-diphenyl-terephthalamide C1(=CC=CC=C1)NC(C1=CC=C(C(=O)NC2=CC=CC=C2)C=C1)=O